C(C1=CC=CC=C1)N1N=C(N=C1)C(=O)N[C@H]1C(N(C=2N(CC1)N=C(C2)CCCN2CCOCC2)C)=O 1-Benzyl-N-[(6R)-4-methyl-2-(3-morpholinopropyl)-5-oxo-7,8-dihydro-6H-pyrazolo[1,5-a][1,3]diazepin-6-yl]-1,2,4-triazol-3-carboxamid